The molecule is a phenylpropanoid that is the acetate ester of trans-isoeugenol. It is a phenylpropanoid, a monomethoxybenzene and a member of phenyl acetates. It derives from a trans-isoeugenol. C/C=C/C1=CC(=C(C=C1)OC(=O)C)OC